1-Phenylsulfonyl-2,4-dimethylcyclohexanecarboxylic acid C1(=CC=CC=C1)S(=O)(=O)C1(C(CC(CC1)C)C)C(=O)O